ClC1=C(C=C(C(=C1)F)C1=CC=CC=C1)C1=NN(C(=C1CC1=CC(=C(C=C1)S(N)(=O)=O)F)CC1CC1)C=1SC=C(N1)C(=O)O 2-(3-(4-chloro-6-fluoro-[1,1'-biphenyl]-3-yl)-5-(cyclopropylmethyl)-4-(3-fluoro-4-sulfamoylbenzyl)-1H-pyrazol-1-yl)thiazole-4-carboxylic acid